O=C1N(C2=C(OC1)N=CC(=N2)NC(OC(C)(C)C)=O)COCC[Si](C)(C)C tert-Butyl N-[3-oxo-4-(2-trimethylsilylethoxymethyl)pyrazino[2,3-b][1,4]oxazin-6-yl]carbamate